NC1=CC(=C(C=2C(C3=C(C=C(C(=C3C(C12)=O)O)OC1=CC=C(C=C1)OCCCCC)NC1=CC=C(C=C1)CCCC)=O)O)OC1=CC=C(C=C1)OCCCCC 4-amino-8-p-butylanilino-1,5-dihydroxy-2,6-bis(4-(pentyloxy)-phenoxy)-9,10-anthracenedione